NC=1C=C(C=CC1N1C[C@@H](N(CC1)C)C)N1N=NC(=C1)C(=O)OC methyl (S)-1-(3-amino-4-(3,4-dimethylpiperazin-1-yl)phenyl)-1H-1,2,3-triazole-4-carboxylate